CC1=C(C=NN1C(F)(F)F)C(=O)N 5-methyl-1-(trifluoromethyl)-1H-pyrazole-4-carboxamide